N[C@@H](CC(=O)O)C(=O)[O-].[Na+] Mononatrium L-Aspartate